4-(4-((3-Chlorobenzyl)amino)phenyl)-1H-imidazole-1-carboxylic acid tert-butyl ester C(C)(C)(C)OC(=O)N1C=NC(=C1)C1=CC=C(C=C1)NCC1=CC(=CC=C1)Cl